(S)-3-((3-(2-(1-amino-1,3-dihydrospiro[indene-2,4'-piperidin]-1'-yl)-6-oxo-1,6-dihydropyrimidin-5-yl)prop-2-yn-1-yl)oxy)benzamide N[C@@H]1C2=CC=CC=C2CC12CCN(CC2)C=2NC(C(=CN2)C#CCOC=2C=C(C(=O)N)C=CC2)=O